N[C@H](C(C)C)C(=O)O[C@@H]1[C@H](O[C@@]([C@@H]1O)(C#N)C1=CC=C2C(=NC=NN21)NC(C(C)(C)OCCCC)=O)COC(CC2CCCCC2)=O (2R,3S,4R,5R)-5-(4-(2-butoxy-2-methylpropanamido)pyrrolo[2,1-f][1,2,4]triazin-7-yl)-5-cyano-2-((2-cyclohexylacetoxy)methyl)-4-hydroxytetrahydrofuran-3-yl D-valinate